methyl 2,6-diethynylpyridine-4-carboxylate C(#C)C1=NC(=CC(=C1)C(=O)OC)C#C